(3R)-3-(7-{[(4R)-6-chloro-4-ethyl-1,1-dioxo-3,4-dihydro-2H-5,1,2-benzoxathiazepin-2-yl]methyl}-2,3-dihydro-1H-inden-5-yl)-3-(1,4-dimethyl-1H-benzotriazol-5-yl)propanoic acid ClC1=CC=CC2=C1O[C@@H](CN(S2(=O)=O)CC=2C=C(C=C1CCCC21)[C@@H](CC(=O)O)C2=C(C1=C(N(N=N1)C)C=C2)C)CC